4-(6-((2-amino-2-oxo-1-phenylethyl)thio)-3,5-dicyano-4-cyclopropylpyridin-2-yl)-1,4-diazepan-1-carboxylic acid tert-butyl ester C(C)(C)(C)OC(=O)N1CCN(CCC1)C1=NC(=C(C(=C1C#N)C1CC1)C#N)SC(C(=O)N)C1=CC=CC=C1